ClC1=C(C(=CC=C1Cl)OCOCC[Si](C)(C)C)C(CC(=O)OCC)CN ethyl 3-(2,3-dichloro-6-((2-(trimethylsilyl) ethoxy) methoxy) phenyl)-4-aminobutyrate